3-(3-([1,1'-biphenyl]-3-yl)acryloyl)-4-(4'-fluorophenyl)oxazolidin-2-one-5,5-d2 C1(=CC(=CC=C1)C=CC(=O)N1C(OC(C1C1=CC=C(C=C1)F)([2H])[2H])=O)C1=CC=CC=C1